CC/1(CN(CC\C1=C/C#C[Si](C)(C)C)C(=O)OC(C)(C)C)C tert-butyl (4E)-3,3-dimethyl-4-(3-trimethylsilylprop-2-ynylidene)piperidine-1-carboxylate